NC1=NC2=CC=C(C=C2C=N1)C=1C(=C(C=CC1F)NS(=O)(=O)C1CC(CCC1)C(=O)NC)F 3-{[3-(2-aminoquinazolin-6-yl)-2,4-difluorophenyl]sulfamoyl}-N-methylcyclohexane-1-carboxamide